The molecule is a dihydroagarofuran sesquiterpenoid that consists of dihydro-beta-agarofuran substituted by acetoxy group at positions 1 and 2, a benzoyloxy group at position 9 and furoyloxy groups at position 6 (the 1beta,2beta,9alpha,6alpha). Isolated from Celastrus orbiculatus, it exhibits inhibition of both NF-kappaB activation and nitric oxide production. It has a role as a metabolite, an antineoplastic agent and a NF-kappaB inhibitor. It is an acetate ester, a benzoate ester, a bridged compound, a cyclic ether, a dihydroagarofuran sesquiterpenoid and an organic heterotricyclic compound. It derives from a 3-furoic acid. C[C@@H]1C[C@@H]([C@@H]([C@@]2([C@]13[C@@H]([C@@H](C[C@@H]2OC(=O)C4=CC=CC=C4)C(O3)(C)C)OC(=O)C5=COC=C5)C)OC(=O)C)OC(=O)C